C(C)N(C1=CC(=CC(=N1)C(=O)NC1=CC(=C(C(=O)O)C=C1)C)C(F)(F)F)C(C)C 4-(6-(Ethyl-(isopropyl)amino)-4-(trifluoromethyl)pyridinamido)-2-methylbenzoic acid